Cl.FC=1C=NN(C1)C1=CC=C(C=N1)C(C)NS(=O)(=O)C1CCNCC1 1-(6-(4-fluoro-1H-pyrazol-1-yl)pyridin-3-yl)ethylpiperidine-4-sulfonylamine hydrochloride